C1CC(CCC1CN2C(=O)C=CC2=O)C(=O)ON3C(=O)CCC3=O N-Succinimidyl 4-(maleimidomethyl)cyclohexane-1-carboxylate